methyl 7-methyl-4-(((S)-3-methylpiperidin-1-yl)methyl)-6,7-dihydro-5H-cyclopenta[b]pyridine-2-carboxylate CC1CCC=2C1=NC(=CC2CN2C[C@H](CCC2)C)C(=O)OC